COC(CCN(C(=O)N)C1=NN(C2=C(C=CC=C12)NCCN1[C@H](CN(C[C@H]1C)C(=O)OCC1=CC=CC=C1)C)C)=O benzyl (3s,5r)-4-(2-((3-(1-(3-methoxy-3-oxopropyl) ureido)-1-methyl-1H-indazol-7-yl) amino) ethyl)-3,5-dimethylpiperazine-1-carboxylate